(toluene-4-sulfonyl)-propan-1-one CC1=CC=C(C=C1)S(=O)(=O)C(CC)=O